C1(CC1)C=1C=C(OC2=C(C(N(N=C2)C)=O)C2=NOCC(N2)CC2=C(C=C(C=C2)Cl)Cl)C=CC1 5-(3-cyclopropylphenoxy)-4-[5-[(2,4-dichlorophenyl)methyl]-5,6-dihydro-4H-1,2,4-oxadiazin-3-yl]-2-methyl-pyridazin-3-one